2'-chloro-7'-{[2-(trimethylsilyl)ethoxy]methyl}-2,3,5,6-tetrahydrospiro[pyran-4,5'-pyrrolo[2,3-d]pyrimidine]-6'(7'H)-one ClC=1N=CC2=C(N1)N(C(C21CCOCC1)=O)COCC[Si](C)(C)C